3,5,7,3',4'-pentahydroxydihydroflavone OC1C(OC2=CC(=CC(=C2C1=O)O)O)C1=CC(=C(C=C1)O)O